C1(CCCCC1)S(=O)(=O)NN cyclohexane-1-sulfonohydrazide